NC=1C(C2=CC=CC=C2C(C1C(=O)O)=O)=O 2-Amino-3-carboxy-1,4-naphthoquinone